1-(5-cyano-2-fluorobenzyl)-N-(4-(ethylsulfonyl)benzyl)-2-(trifluoromethyl)-1H-benzo[d]imidazole-5-carboxamide C(#N)C=1C=CC(=C(CN2C(=NC3=C2C=CC(=C3)C(=O)NCC3=CC=C(C=C3)S(=O)(=O)CC)C(F)(F)F)C1)F